ClC1=NC=C(C(=C1)C1=C(C=NC(=C1)C)C(=O)NC=1SC=2N=CN=C(C2N1)OCC(N(C)C)=O)OC 2'-chloro-N-{7-[(dimethylcarbamoyl)methoxy]-[1,3]thiazolo[5,4-d]pyrimidin-2-yl}-5'-methoxy-6-methyl-[4,4'-bipyridine]-3-carboxamide